C(C)(C)(C)OC(=O)N1CCNCC1 (3R)-piperazine-1-carboxylic acid tert-butyl ester